FC=1C=C(C=CC1F)C1C(C1)NC1=NC=NC2=C1SC=1N=NC(=C(C12)C)C N-[2-(3,4-difluorophenyl)cyclopropyl]-3,4-dimethyl-pyrimido[4',5':4,5]thieno[2,3-c]pyridazin-8-amine